NC=1N=NC(=CC1N1C[C@H](OCC1)C1=C(C=C(C(=O)OC)C=C1)C)C1=C(C=CC=C1)O Methyl (R)-4-(4-(3-amino-6-(2-hydroxyphenyl)pyridazin-4-yl)morpholin-2-yl)-3-methylbenzoate